1,3-bis(9-acridinyl)acridine C1=CC=CC2=NC3=CC=CC=C3C(=C12)C1=CC(=CC2=NC3=CC=CC=C3C=C12)C=1C2=CC=CC=C2N=C2C=CC=CC12